C(C)(=O)ON=C(C1=CC(=CC=C1)CC(C=1SC2=C(N1)C=CC(=C2)OCCNC(=O)OC(C)(C)C)NS(=O)(=O)C2=CC=CC=C2)N [[amino-[3-[2-(benzenesulfonamido)-2-[6-[2-(tert-butoxycarbonylamino)ethoxy]-1,3-benzothiazol-2-yl]ethyl]phenyl]methylene]amino] acetate